3-methoxy-7-((2-(trimethylsilyl)ethoxy)methyl)-1,3,4,7-tetrahydro-2H-pyrrolo[3',2':5,6]pyrido[2,3-b][1,4]oxazepine COC1CNC2=C(OC1)N=C1C(=C2)C=CN1COCC[Si](C)(C)C